COC1=NC(=NC=C1C(=O)NC1=C(C=CC=C1C(F)(F)F)C)NC1=CC(=C(C=C1)C1CCN(CC1)C)C 4-methoxy-2-((3-methyl-4-(1-methylpiperidin-4-yl)phenyl)amino)-N-(2-methyl-6-(trifluoromethyl)phenyl)pyrimidine-5-carboxamide